FC(C(=O)O)(F)F.FCCCCN(C(=O)OCC1=C(N=NN1C)C1=CC=C(C(=N1)C)O[C@@H]1C[C@H](CCC1)C(=O)O)C (1S,3S)-3-((6-(5-((((4-Fluorobutyl)(methyl)carbamoyl)oxy)methyl)-1-methyl-1H-1,2,3-triazol-4-yl)-2-methylpyridin-3-yl)oxy)cyclohexane-1-carboxylic acid, trifluoroacetic acid salt